ethyl 3-(2-benzyl-5-fluoropyrazole-3-amido)-2,4-difluorobenzoate C(C1=CC=CC=C1)N1N=C(C=C1C(=O)NC=1C(=C(C(=O)OCC)C=CC1F)F)F